(1,5-dichloropent-3-yl)benzene ClCCC(CCCl)C1=CC=CC=C1